COC1=CC=C(CN(C(=O)OCCOC=2C=CC=C(CNN(C)C)C2)CC2=CC=C(C=C2)OC)C=C1 5-[bis(4-methoxybenzyl)aminocarbonyloxyethoxy]dimethylaminobenzylamine